1-[(3aS,4S)-4-fluoro-4-(hydroxymethyl)-2,2-dimethyl-6,6a-dihydro-3aH-furo[3,4-d][1,3]dioxol-6-yl]pyrimidine-2,4-dione F[C@@]1(OC(C2OC(O[C@@H]21)(C)C)N2C(NC(C=C2)=O)=O)CO